BrC1=CC(=NC(=C1)Cl)C(=O)O 4-bromo-6-chloropicolinic acid